C(C)O[Si](CCCC1OCC1)(OCC)OCC triethoxy-[3-(2-oxetanyl)propyl]silane